S(C(C(=O)[O-])CC1=CC(=C(C(=C1)C(C)(C)C)O)C(C)(C)C)C(C(=O)[O-])CC1=CC(=C(C(=C1)C(C)(C)C)O)C(C)(C)C 2,2'-thiobis[3-(3,5-di-tert-butyl-4-hydroxyphenyl) propionate]